(Z)-5-(4'-nitrophenoxy)-2-penten-1-ol [N+](=O)([O-])C1=CC=C(OCC\C=C/CO)C=C1